O.F[P-](F)(F)(F)(F)F hexafluorophosphate hydrate